5-Bromo-2-(3,3-difluoroazetidin-1-yl)aniline BrC=1C=CC(=C(N)C1)N1CC(C1)(F)F